C1(=CC=CC=C1)[Si](OCC)(C1=CC=CC=C1)C1=CC=CC=C1 Triphenyl-monoethoxysilan